2,5-dihydroxypyrazine OC1=NC=C(N=C1)O